C(C)OCOCCCC(CC(CC(CC(CC(CC(CC(CCCBr)C)C)C)C)C)C)C 19-bromo-4,6,8,10,12,14,16-heptamethylnonadecyl ethoxymethyl ether